3-(4-(4,4,5,5-tetramethyl-1,3,2-dioxaborolan-2-yl)-1H-pyrazol-1-yl)cyclobutanol CC1(OB(OC1(C)C)C=1C=NN(C1)C1CC(C1)O)C